ClC=1C=C(C(=O)O)C=C(C1O)CCCC[C@@H](C1=CC(=CC=C1)C=C)NC(=O)C1COCCC1 3-chloro-4-hydroxy-5-((5S)-5-(tetrahydro-2H-pyran-3-carboxamido)-5-(3-vinylphenyl)pentyl)-benzoic acid